N1(CCC1)C(=O)C1=C(C=C(C=C1)C1=NC=CC2=C1N=C(N2CC(F)F)C(F)(F)F)F azetidin-1-yl(4-(1-(2,2-difluoroethyl)-2-(trifluoromethyl)-1H-imidazo[4,5-c]pyridin-4-yl)-2-fluorophenyl)methanone